COC=1C=C2C(=NC(=NC2=CC1OCCCN1CCCC1)N1N=CN=C1)NC1COCCC1 6-methoxy-7-(3-(pyrrolidin-1-yl)propoxy)-N-(tetrahydro-2H-pyran-3-yl)-2-(1H-1,2,4-triazol-1-yl)quinazolin-4-amine